(2-fluoro-4-{2-[(3R)-3-methylmorpholin-4-yl]ethoxy}phenyl)acetic acid FC1=C(C=CC(=C1)OCCN1[C@@H](COCC1)C)CC(=O)O